OC1=CC=C(C=C1)C1(C(C(C(C(C1CC)(C1=CC=C(C=C1)O)C1=CC=C(C=C1)O)CC)(C1=CC=C(C=C1)O)C1=CC=C(C=C1)O)CC)C1=CC=C(C=C1)O hexa-(4-hydroxyphenyl)-1,3,5-triethylbenzene